C(CCCCCCCCC)[N+](CCCCCCCCCC)(CCCCCCCCCC)CCCCCCCCCC Tetrakis(decyl)ammonium